NC1=NC=NN2C1=C(C(=C2)C2=CC=C(C=C2)NC(C(=C)C)=O)Br N-(4-{4-amino-5-bromopyrrolo[2,1-f][1,2,4]triazin-6-yl}phenyl)-2-methylpropan-2-enamide